2-azaspiro[3.4]oct-6-en-5-one C1NCC12C(C=CC2)=O